C(#N)C1=CC=C(CNC(=O)C=2C(N(C3=C(N=CC=C3C2)OCC2(CC2)S(=O)(=O)N2COP(OC2)(=O)O)C)=O)C=C1 N-(4-cyanobenzyl)-8-((1-((2-hydroxy-2-oxido-1,3,5,2-dioxazaphosphinan-5-yl)sulfonyl)cyclopropyl)methoxy)-1-methyl-2-oxo-1,2-dihydro-1,7-naphthyridine-3-carboxamide